OCC1=C(N=NN1C)C1=CC=C(C(=N1)C)O[C@H]1C[C@@H](OCC1)C(=O)OC(C)C |r| (±)-trans-isopropyl 4-((6-(5-(hydroxymethyl)-1-methyl-1H-1,2,3-triazol-4-yl)-2-methylpyridin-3-yl)oxy)tetrahydro-2H-pyran-2-carboxylate